O1CCOC=2C=NC=CC21 2,3-dihydro-[1,4]dioxino[2,3-c]pyridine